(3R)-7-NITRO-1,2,3,4-TETRAHYDROISOQUINOLIN [N+](=O)([O-])C1=CC=C2CCNCC2=C1